CC=1N=C2N(N=C(C=C2C)C=2N=C3N(C(C2)=O)C=C(S3)N(C3CC(NC(C3)(C)C)(C)C)C)C1 7-(2,8-dimethylimidazo[1,2-b]pyridazin-6-yl)-2-(methyl(2,2,6,6-tetramethylpiperidin-4-yl)amino)-5H-thiazolo[3,2-a]pyrimidin-5-one